N1=CC(=CC=C1)CCCC(=O)O 4-(pyridin-3-yl)butanoic acid